O1CCCC2=CC=CC(=C12)C1=NC=C2C(=C(C(=NC2=C1F)O[C@@H](C)[C@H]1N(CCC1)C)I)N[C@H]1[C@H]2CN([C@@H]1C2)C(=O)OC(C)(C)C tert-Butyl (1R,4R,5S)-5-((7-(chroman-8-yl)-8-fluoro-3-iodo-2-((S)-1-((S)-1-methylpyrrolidin-2-yl) ethoxy)-1,6-naphthyridin-4-yl) amino)-2-azabicyclo[2.1.1]hexane-2-carboxylate